FC(C1=C(C=C2CCCN(C2=C1)C1=C2CN(CC2=CC(=C1)C1CCNCC1)C(C)=O)C=1C=NN(C1)C)F 1-{4-[7-(difluoromethyl)-6-(1-methylpyrazol-4-yl)-3,4-dihydro-2H-quinolin-1-yl]-6-(piperidin-4-yl)-1,3-dihydroisoindol-2-yl}ethanone